6-chloro-3-(chloromethyl)-2-methoxypyridine hydrochloride Cl.ClC1=CC=C(C(=N1)OC)CCl